(S)-2-(4-(6-((5-carbamoylthiophen-2-yl)methoxy)pyridin-2-yl)-2,5-difluorobenzyl)-1-(oxetan-2-ylmethyl)-1H-benzo[d]imidazole-6-carboxylic acid C(N)(=O)C1=CC=C(S1)COC1=CC=CC(=N1)C1=CC(=C(CC2=NC3=C(N2C[C@H]2OCC2)C=C(C=C3)C(=O)O)C=C1F)F